ClC1=NC=C(C(=N1)C1=CN(C2=CC=C(C=C12)OC)C)C(F)(F)F 3-(2-chloro-5-(trifluoromethyl)pyrimidin-4-yl)-5-methoxy-1-methyl-1H-indole